phenyl-sulfinate methyl-(2R)-2-(p-tolylsulfonyloxy)propanoate COC([C@@H](C)OS(=O)(=O)C1=CC=C(C=C1)C)=O.C1(=CC=CC=C1)S(=O)O